(1R,2R,5S)-5-isopropyl-2-methylcyclohex-3-ene C(C)(C)[C@H]1C=C[C@@H](CC1)C